(2S,4R)-1-(5-(5-fluoro-2-methoxypyridin-4-yl)-1H-pyrazole-3-carbonyl)-N-((1r,4R)-4-hydroxy-4-(trifluoromethyl)cyclohexyl)-2-(trifluoromethyl)piperidine-4-carboxamide FC=1C(=CC(=NC1)OC)C1=CC(=NN1)C(=O)N1[C@@H](C[C@@H](CC1)C(=O)NC1CCC(CC1)(C(F)(F)F)O)C(F)(F)F